4-(1-((2-((6-azaspiro[3.4]oct-6-yl)methyl)-1H-indol-6-yl)methyl)-1H-1,2,3-triazol-4-yl)-6-(methylsulfanyl)-1H-indazole C1CCC12CN(CC2)CC=2NC1=CC(=CC=C1C2)CN2N=NC(=C2)C2=C1C=NNC1=CC(=C2)SC